COC(C=1C(C(=O)OC)=C(C=C(C1)OC)OCC1=CC=CC=C1)=O 3-Benzyloxy-5-methoxy-phthalic Acid Dimethyl Ester